5-(2,3-dihydro-1H-inden-4-yl)-6-methoxy-3-(6-(pyrrolidin-1-yl)pyridin-3-yl)-1H-pyrazolo[4,3-b]pyridine C1CCC2=C(C=CC=C12)C1=C(C=C2C(=N1)C(=NN2)C=2C=NC(=CC2)N2CCCC2)OC